methyl (1-hydroxy-6,6,9-trimethyl-3-pentyl-6H-benzo[c]chromene-2-carbonyl)-L-alaninate OC1=C2C3=C(C(OC2=CC(=C1C(=O)N[C@@H](C)C(=O)OC)CCCCC)(C)C)C=CC(=C3)C